Exo-(2r,6r)-N-[8-azabicyclo[3.2.1]oct-3-yl]-4-(7-cyanopyrazolo[1,5-a]pyridin-4-yl)-6-methyl-morpholine-2-carboxamide C12CC(CC(CC1)N2)NC(=O)[C@H]2CN(C[C@H](O2)C)C=2C=1N(C(=CC2)C#N)N=CC1